C(C=1C(C(=S)OCCC[Si](OCC)(OCC)OCC)=CC=CC1)(=S)OCCC[Si](OCC)(OCC)OCC bis-(3-triethoxysilyl-1-propyl) dithiophthalate